(S)-5,5-dimethyl-2-((pyrimidin-4-ylmethyl)amino)hexanoic acid hydrochloride Cl.CC(CC[C@@H](C(=O)O)NCC1=NC=NC=C1)(C)C